C1(=CC=CC=C1)CCS(=O)(=O)Cl 2-phenylethane-1-sulfonyl chloride